NCC=1C=C(C=CC1)N1CNCC=C1 m-aminomethyl-phenyl-tetrahydropyrimidine